(2S,5R)-2,5-dimethyl-1-{[1,3]oxazolo[4,5-b]pyridin-2-yl}piperazine C[C@@H]1N(C[C@H](NC1)C)C=1OC=2C(=NC=CC2)N1